5-(2,5-diazabicyclo[2.2.1]heptan-2-yl)-2-(2,6-dioxopiperidin-3-yl)-4-fluoroisoindoline-1,3-dione C12N(CC(NC1)C2)C=2C(=C1C(N(C(C1=CC2)=O)C2C(NC(CC2)=O)=O)=O)F